B([O-])([O-])[O-].[Na+].C(C(=O)OF)(=O)OF.[Na+].[Na+] difluoro oxalate sodium borate